BrC=1C=2C3=C(NC2C(=C(C1)Cl)Cl)C(CNC(C3C)=O)(C)C 10-Bromo-7,8-dichloro-1,5,5-trimethyl-3,4,5,6-tetrahydroazepino[4,5-b]indol-2(1H)-one